(2R,5S)-5-(4-Chlorobenzyl)-4-(4-(4,5-dimethylthiazol-2-yl)cyclohexyl)-N-hydroxymorpholin-2-carboxamid ClC1=CC=C(C[C@H]2CO[C@H](CN2C2CCC(CC2)C=2SC(=C(N2)C)C)C(=O)NO)C=C1